tert-butyl 8-(5-((3,4-dichlorophenyl)difluoromethyl)-1,3,4-oxadiazol-2-yl)-6-(thiazole-5-carbonyl)-6-azaspiro[3.4]octane-2-carboxylate ClC=1C=C(C=CC1Cl)C(C1=NN=C(O1)C1CN(CC12CC(C2)C(=O)OC(C)(C)C)C(=O)C2=CN=CS2)(F)F